4-(2-Methoxycarbonyl-4-methoxy-3-methylphenyl)-7-methoxy-quinoline COC(=O)C1=C(C=CC(=C1C)OC)C1=CC=NC2=CC(=CC=C12)OC